5-[(2,4-diisobutylphenoxyethylsulfanyl)methyl]oxazole-2(3H)-thione C(C(C)C)C1=C(OCCSCC2=CNC(O2)=S)C=CC(=C1)CC(C)C